FC[C@@H]1OCCN(C1)C=1C=C2C(=CC=NC2=CC1)C(=O)OC(C)(C)C tert-Butyl (R)-6-(2-(fluoromethyl)morpholino)quinoline-4-carboxylate